CC=1N2C=3SC=4CC(CC4C3C(=NCC2=NN1)C1=C(C=CC=C1)C(F)(F)F)C(=O)O 3-methyl-9-[2-(trifluoromethyl)phenyl]-16-thia-2,4,5,8-tetraazatetracyclo[8.6.0.02,6.011,15]hexadeca-1(10),3,5,8,11(15)-pentaene-13-carboxylic acid